Cl.Cl.CNC(=O)N1CC2(C1)CCNCC2 N-methyl-2,7-diazaspiro[3.5]nonane-2-carboxamide dihydrochloride